(4,7-dichloro-6-(4-(3-(hydroxymethyl)cyclobutyl)phenyl)-2H-indazol-2-yl)-2-((R)-6-fluoro-6,7-dihydro-5H-pyrrolo[1,2-c]imidazol-1-yl)-N-(thiazol-2-yl)acetamide ClC=1C2=CN(N=C2C(=C(C1)C1=CC=C(C=C1)C1CC(C1)CO)Cl)C(C(=O)NC=1SC=CN1)C1=C2N(C=N1)C[C@@H](C2)F